N1(CC=CC1)C(=O)OC(C)(C)C t-butyl 3-pyrroline-1-carboxylate